ClC1=C(C=CC(=C1)F)C1=CC(OC2=CC(=CC=C12)O[C@@H](C(=O)N1C[C@@H](NCC1)C(=O)O)C)=O (2R)-4-[(2R)-2-[4-(2-chloro-4-fluoro-phenyl)-2-oxo-chromen-7-yl]oxypropionyl]piperazine-2-carboxylic acid